(3s,5s)-3-aminomethyl-6-phenoxy-5-methyl-hexanoic acid NC[C@H](CC(=O)O)C[C@@H](COC1=CC=CC=C1)C